3-Amino-1-methyl-1,2,3,4-tetrahydrospiro[1-benzazepine-5,1-cyclopropan]-2-one hydrochloride Cl.NC1C(N(C2=C(C=CC=C2)C2(CC2)C1)C)=O